8-({4-[1-cyclopropyl-4-(trifluoromethyl)imidazol-2-yl]phenyl}methyl)-2-(4-cyclopropyl-6-methoxypyrimidin-5-yl)pyrido[2,3-d]pyrimidin-7-one C1(CC1)N1C(=NC(=C1)C(F)(F)F)C1=CC=C(C=C1)CN1C(C=CC2=C1N=C(N=C2)C=2C(=NC=NC2OC)C2CC2)=O